5-Bromochroman BrC1=C2CCCOC2=CC=C1